F[P-](F)(F)(F)(F)F.OCCOC1=CC=C(C=C1)[S+]1C=2C=CC=CC2SC2=CC=CC=C12 5-[4-(2-hydroxyethoxy)phenyl]thianthrenium hexafluorophosphate